2-(6-chloro-3-methyl-2,4-dioxo-3,4-dihydro-2H-pyrimidin-1-ylmethyl)-benzonitrile ClC1=CC(N(C(N1CC1=C(C#N)C=CC=C1)=O)C)=O